(S)-2-((2S,3R)-3-amino-2-hydroxy-4-phenylbutanamido)-2-(2-fluoro-3-(trifluoromethoxy)phenyl)acetic acid hydrochloride Cl.N[C@@H]([C@@H](C(=O)N[C@H](C(=O)O)C1=C(C(=CC=C1)OC(F)(F)F)F)O)CC1=CC=CC=C1